ClC1=CC=C(C=C1)[C@H]([C@@H](C(=O)OCC[Si](C)(C)C)C)N1[C@@](C2=C(C=C(C=C2C1=O)C(=O)C1CCOCC1)F)(OC)C1=CC=C(C=C1)Cl (2S,3S)-2-(trimethylsilyl)ethyl (2S,3S)-3-(4-chlorophenyl)-3-[(1R)-1-(4-chlorophenyl)-7-fluoro-1-methoxy-5-(oxane-4-carbonyl)-3-oxo-2,3-dihydro-1H-isoindol-2-yl]-2-methylpropanoate